2-(1-phenyl-1H-pyrazol-4-yl)-N-(propan-2-yl)-N-[1-(propan-2-yl)piperidin-4-yl]-1,3-thiazole-4-carboxamide tert-butyl-(4Z)-4-(cyanomethylidene)-3-fluoropiperidine-1-carboxylate C(C)(C)(C)OC(=O)N1CC(\C(\CC1)=C/C#N)F.C1(=CC=CC=C1)N1N=CC(=C1)C=1SC=C(N1)C(=O)N(C1CCN(CC1)C(C)C)C(C)C